ClC1=CC2=C([C@@H](C3=C(N(S2(=O)=O)C)C=CC=C3)NCCCCCCC(=O)OCC)C=C1 Ethyl 7-[[(11R)-3-chloro-6-methyl-5,5-dioxo-11H-benzo[c][1,2]benzothiazepin-11-yl]amino]heptanoate